CNC1CC1 N-methyl-cyclopropanamine